N[C@H](C(=O)OC)C[C@H]1C(NCCC1)=O methyl (2S)-2-amino-3-[(3S)-2-oxo-3-piperidyl]propanoate